FC(C1CN(CC1)C=1C=CC(=NC1)C1CN(C1)C(=O)N1C[C@H](CC1)C(=O)N)(F)F |r| rac-(3S)-1-[3-[5-[3-(Trifluoromethyl)pyrrolidin-1-yl]-2-pyridyl]azetidine-1-carbonyl]pyrrolidine-3-carboxamide